(3S)-3-(2',6'-dimethyl-[1,1'-biphenyl]-3-yl)-3-(2-(5-(2-(3-fluoroazetidin-1-yl)ethyl)-4-methyl-2-oxopyridin-1(2H)-yl)-4-methylpentanamido)propanoic acid CC1=C(C(=CC=C1)C)C1=CC(=CC=C1)[C@H](CC(=O)O)NC(C(CC(C)C)N1C(C=C(C(=C1)CCN1CC(C1)F)C)=O)=O